N[C@@H]1[C@@H](COCC1)NC=1C=C2C(=CN1)OC(=C2)C(=O)C2=C(C(=CC(=C2F)OC)OC)F (5-(((3S,4S)-4-aminotetrahydro-2H-pyran-3-yl)amino)furo[2,3-c]pyridin-2-yl)(2,6-difluoro-3,5-dimethoxyphenyl)methanone